2-(Aminocarboxy)propane-1,3-diol NOC(=O)C(CO)CO